P(=O)(O)(O)OC[C@@H]1[C@H](C[C@@H](O1)C1=CNC(=O)NC1=S)O 4-thio-2'-deoxy-pseudouridine-5'-phosphate